6-benzamido-9H-purine C(C1=CC=CC=C1)(=O)NC1=C2N=CNC2=NC=N1